(3R)-4-[4-[3-[6-[8-(1,3-benzothiazol-2-ylcarbamoyl)-3,4-dihydro-1H-isoquinolin-2-yl]-2-tert-butoxycarbonyl-3-pyridyl]-2-methyl-phenoxy]phenyl]-3-methyl-butanoic acid S1C(=NC2=C1C=CC=C2)NC(=O)C=2C=CC=C1CCN(CC21)C2=CC=C(C(=N2)C(=O)OC(C)(C)C)C=2C(=C(OC1=CC=C(C=C1)C[C@H](CC(=O)O)C)C=CC2)C